1-(2-(8-(3,4-Dichlorophenylamino)-5H-pyrido[4,3-b]indol-5-yl)ethyl)guanidine ClC=1C=C(C=CC1Cl)NC1=CC=2C3=C(N(C2C=C1)CCNC(=N)N)C=CN=C3